2-(2-fluorophenyl)-6-methyl-4-(4,4,5,5-tetramethyl-1,3,2-dioxaborolan-2-yl)-1-tosyl-1,6-dihydro-7H-pyrrolo[2,3-c]pyridin-7-one FC1=C(C=CC=C1)C1=CC2=C(C(N(C=C2B2OC(C(O2)(C)C)(C)C)C)=O)N1S(=O)(=O)C1=CC=C(C)C=C1